BrCC=1C=NN(C1)CCOC 4-(bromomethyl)-1-(2-methoxyethyl)-1H-pyrazole